3-(5-(4-(3-(4-(4-amino-3-(4-phenoxyphenyl)-1H-pyrazolo[3,4-d]pyrimidin-1-yl)-[1,4'-bipiperidin]-1'-yl)propyl)piperidin-1-yl)-1-oxoisoindolin-2-yl)piperidine-2,6-dione NC1=C2C(=NC=N1)N(N=C2C2=CC=C(C=C2)OC2=CC=CC=C2)C2CCN(CC2)C2CCN(CC2)CCCC2CCN(CC2)C=2C=C1CN(C(C1=CC2)=O)C2C(NC(CC2)=O)=O